1-(5-(2-((dimethylamino)methyl)phenyl)thiophen-2-yl)ethanamine CN(C)CC1=C(C=CC=C1)C1=CC=C(S1)C(C)N